FC1(CCN(CC1)C1=CC(=CC(=N1)N1N=NC(=C1)C1=C(C=C(C=C1)NS(=O)(=O)CC)N1CCC2(CC2)CC1)C)F N-(4-(1-(6-(4,4-difluoropiperidin-1-yl)-4-methylpyridin-2-yl)-1H-1,2,3-triazol-4-yl)-3-(6-azaspiro[2.5]octan-6-yl)phenyl)ethanesulfonamide